ClC1=C(C=CC=C1)C=1N(C2=NC(=NC(=C2N1)N1CCC(CC1)(C(=O)N)C)C#N)C1=CC=C(C=C1)Cl 1-[8-(2-chlorophenyl)-9-(4-chlorophenyl)-2-cyano-purin-6-yl]-4-methyl-piperidine-4-carboxamide